N-((R)-2-(((S)-5,11-Dioxo-2,3,10,11-tetrahydro-1H,5H-benzo[d]pyrazolo[1,2-a][1,2]diazepin-10-yl)carbamoyl)butyl)-4-methylisothiazole-5-carboxamide O=C1N2N(C([C@H](C3=C1C=CC=C3)NC(=O)[C@@H](CNC(=O)C3=C(C=NS3)C)CC)=O)CCC2